OC1=NC=2N(C(=C1)C(C)C)N=CC2C(=O)O 5-hydroxy-7-isopropylpyrazolo[1,5-a]pyrimidine-3-carboxylic acid